O=C1[C@H]2[C@@H](N([C@@H](CN1C(C)C1=CC=CC=C1)C2)C(=O)OC(C)(C)C)C(=O)OC 6-(tert-butyl) 7-methyl (1R,5R,7R)-2-oxo-3-(1-phenylethyl)-3,6-diazabicyclo[3.2.1]octane-6,7-dicarboxylate